C[C@](N)(CC1=CNC=N1)C(=O)O α-Methylhistidin